N-(1-(3-((2-(3-chloro-1-(2-cyanoethyl)-1H-pyrazol-4-yl)pyrimidin-4-yl)amino)-5-isopropylisoquinolin-8-yl)azetidin-3-yl)-N-methyl-methanesulfonamide ethyl-isovalerate C(C)OC(CC(C)C)=O.ClC1=NN(C=C1C1=NC=CC(=N1)NC=1N=CC2=C(C=CC(=C2C1)C(C)C)N1CC(C1)N(S(=O)(=O)C)C)CCC#N